3-hydroxy-2-methylpropanenitrile OCC(C#N)C